tert-butyl (2S,3R)-3-((7-chloro-8-fluoro-2-(methylthio)pyrido[4,3-d]pyrimidin-4-yl)(methyl)amino)-2-(methoxymethyl)pyrrolidine-1-carboxylate ClC1=C(C=2N=C(N=C(C2C=N1)N([C@H]1[C@H](N(CC1)C(=O)OC(C)(C)C)COC)C)SC)F